C(CCCCCCCCC)N(C(OCCCCCCC)=O)CCCCCCCCCC heptyl N,N-didecylcarbamate